(1R,7S,8r)-4-azabicyclo[5.1.0]octane-4,8-dicarboxylic acid 4-benzyl 8-ethyl ester C(C)OC(=O)C1[C@H]2CCN(CC[C@@H]12)C(=O)OCC1=CC=CC=C1